3-Benzyl-6-(4-aminobutyl)-2,5-diketo-[3R,6R]-piperazine C(C1=CC=CC=C1)[C@@H]1C(N[C@@H](C(N1)=O)CCCCN)=O